11-((1,3-bis(undec-10-en-1-yloxy)propan-2-yl)oxy)undec-1-ene C(CCCCCCCCC=C)OCC(COCCCCCCCCCC=C)OCCCCCCCCCC=C